(+/-)-methyl (5-(2-(5-chloro-2-methylphenyl)-1-hydroxy-3-oxo-2,3-dihydro-1H-isoindol-1-yl)-1H-benzimidazol-2-yl)carbamate CC1=C(C=C(C=C1)Cl)N2C(=O)C3=CC=CC=C3C2(C4=CC5=C(C=C4)N=C(N5)NC(=O)OC)O